OC1(CC(CC1)C)C(=O)O 1-HYDROXY-3-METHYLCYCLOPENTANE-1-CARBOXYLIC ACID